C1(=CC=CC=C1)C1=C(C2=NC3=CC=CC=C3N=C2C=C1)C1=CC=CC=C1 Diphenyl-Phenazine